C12COCC(N1C=1SC3=C(N1)C=CC(=C3C(=O)NC3=C(C=C(C=C3)C(F)(F)F)C(NC31CC(C3)(C1)C(F)(F)F)=O)OC)C2 2-(3-Oxa-6-azabicyclo[3.1.1]heptan-6-yl)-6-methoxy-N-(4-(trifluoromethyl)-2-((3-(trifluoromethyl)bicyclo[1.1.1]pentan-1-yl)carbamoyl)phenyl)benzo[d]thiazole-7-carboxamide